2,6-dimethyl-5-heptenol CC(CO)CCC=C(C)C